1-[5-methyl-2-(4-piperazin-1-yl-phenylamino)-pyrimidin-4-yl]-1H-indole-3-carboxamide CC=1C(=NC(=NC1)NC1=CC=C(C=C1)N1CCNCC1)N1C=C(C2=CC=CC=C12)C(=O)N